OC=1C=C(C[C@H](N)C)C=CC1O |r| (±)-3,4-dihydroxyamphetamine